BrC1=CC=2CC3OCCNC3C2C=C1 7-bromo-2,3,4,4a,9,9a-hexahydroindeno[2,1-b][1,4]oxazine